O1C=C(C=C1)C=1C=CC2=C(C3NC(N(C(O2)(C3)C)C3=CC(=CC=C3)C(=O)N3CC2=CC(=CC=C2CC3)C(F)(F)F)=O)C1 8-(Furan-3-yl)-2-methyl-3-(3-(7-(trifluoromethyl)-1,2,3,4-tetrahydroisoquinoline-2-carbonyl)phenyl)-5,6-dihydro-2H-2,6-methanobenzo[g][1,3,5]oxadiazocin-4(3H)-one